Methyl 2-amino-1-(4-(5-carbamoyl-2-(1-ethyl-3-methyl-1H-pyrazole-5-carboxamido)-1H-benzo[d]imidazol-1-yl)butyl)-7-methoxy-1H-benzo[d]imidazole-5-carboxylate, Hydrobromide Br.NC1=NC2=C(N1CCCCN1C(=NC3=C1C=CC(=C3)C(N)=O)NC(=O)C3=CC(=NN3CC)C)C(=CC(=C2)C(=O)OC)OC